NC1=C(SC=2N=C(N=CC21)C)C(=O)NC2CC=1C=C(C(=NC1CC2)N2CC(C(C2)COC)N)F 5-amino-N-{2-[3-amino-4-(methoxymethyl)pyrrolidin-1-yl]-3-fluoro-5,6,7,8-tetrahydroquinolin-6-yl}-2-methylthieno[2,3-d]pyrimidine-6-carboxamide